C(=O)(O)C(CC=1C(=NSC1)C)CC 2-carboxybutyl-3-methylisothiazole